(S,E)-7-(Dimethylamino)-1-((4-((1-ethyl-5-fluoro-1H-indol-2-yl)methyl)-3-oxo-3,4-dihydropyrazin-2-yl)amino)-1,7-dioxohept-5-en-2-yl-dimethylcarbamat CN(C(/C=C/CC[C@H](C(=O)NC1=NC=CN(C1=O)CC=1N(C2=CC=C(C=C2C1)F)CC)CN(C([O-])=O)C)=O)C